iminodiacetic acid, amide N(CC(=O)N)CC(=O)N